FC1=C(C(=O)O)C(=CC=C1)OC(C)=O 2-fluoro-6-acetoxybenzoic acid